2-[1-[2-(3-Benzyl-3-methyl-azetidin-1-yl)-6-methyl-4-oxo-chromen-8-yl]ethylamino]benzoic acid C(C1=CC=CC=C1)C1(CN(C1)C=1OC2=C(C=C(C=C2C(C1)=O)C)C(C)NC1=C(C(=O)O)C=CC=C1)C